(±)-4-{[4-(2-carboxy-1-{5-[3-(5,6,7,8-tetrahydro-1,8-naphthyridin-2-yl)propyl]-1H-pyrazol-1-yl}ethyl)pyridin-2-yl]amino}butanoic acid C(=O)(O)C[C@@H](N1N=CC=C1CCCC1=NC=2NCCCC2C=C1)C1=CC(=NC=C1)NCCCC(=O)O |r|